NC=1C(=NC(=C(N1)F)C1=CC=C(C=C1)N1CCN(CC1)CCCC(F)F)C=1C=C2C=CNC(C2=CC1)=O 6-(3-amino-6-(4-(4-(4,4-difluorobutyl)piperazin-1-yl)phenyl)-5-fluoropyrazin-2-yl)isoquinolin-1(2H)-one